5-(4-(2-Methoxyethoxy)phenyl)-2-oxo-6-(trifluoromethyl)-1,2-dihydropyridin-3-carboxamide COCCOC1=CC=C(C=C1)C=1C=C(C(NC1C(F)(F)F)=O)C(=O)N